CC(C)(C)C1=C(C2=CC=CC=C2C=C1)N(C(C)C)C 2-(1,1-dimethylethyl)-N-methyl-N-(1-methylethyl)-naphthalene-1-amine